Cl.N1CCC(CC1)NC(=O)C1=NNC=C1 1H-pyrazole-3-carboxylic acid N-(piperidin-4-yl) amide hydrochloride